2-((2s,3s,4s)-2-(aminomethyl)-5-chloro-3-hydroxy-2-(2-oxo-1,2-dihydropyridin-3-yl)-2,3-dihydrobenzofuran-4-yl)-3-fluoro-4-methoxybenzamide NC[C@@]1(OC2=C([C@@H]1O)C(=C(C=C2)Cl)C2=C(C(=O)N)C=CC(=C2F)OC)C=2C(NC=CC2)=O